OCC1(N2CCC(C1=O)(CC2)C(F)(F)F)COC 2-(hydroxymethyl)-2-(methoxymethyl)-4-(trifluoromethyl)quinuclidin-3-one